3-(hydroxy(4-(2-phenoxyethoxy)phenyl)methyl)-5,7-dimethylisobenzofuran-1(3H)-one OC(C1OC(C2=C(C=C(C=C12)C)C)=O)C1=CC=C(C=C1)OCCOC1=CC=CC=C1